4-chloro-2-(2-methoxyethyl)-5-(4,4,5,5-tetramethyl-1,3,2-dioxaborolan-2-yl)-2H-indazole ClC=1C2=CN(N=C2C=CC1B1OC(C(O1)(C)C)(C)C)CCOC